N-(4-((2-Methoxy-3-(1-(tetrahydro-2H-pyran-4-yl)-1H-pyrazol-4-yl)phenyl)amino)-5-oxo-5,6-dihydro-1,6-naphthyridin-2-yl)cyclopropanecarboxamide Trifluoroacetic Acid Salt FC(C(=O)O)(F)F.COC1=C(C=CC=C1C=1C=NN(C1)C1CCOCC1)NC1=CC(=NC=2C=CNC(C12)=O)NC(=O)C1CC1